CN1C(NC(N(C1=S)C)=O)=O 3,5-dimethyl-2,6-dioxo-4-thioxo-1,3,5-triazin